Cl.N[C@H]1[C@H](CCC1)NC(=O)C1=CN(CCS1)C1=C2C(=NC=C1)NC=C2 N-((1S,2R)-2-aminocyclopentyl)-4-(1H-pyrrolo[2,3-b]pyridin-4-yl)-3,4-dihydro-2H-1,4-thiazine-6-carboxamide hydrochloride